Cl.Cl.CC(CCC(=O)N)C 4-methylpentanamide dihydrochloride